COC(=O)C1=CC=2C(=NC(=CC2C(F)(F)F)N2C(N(C[C@H]2C(N(C)C2=C(C(=C(C=C2)F)Cl)F)=O)C(=O)OC(C)(C)C)=O)S1 6-{(5S)-3-[(tert-butyl)oxycarbonyl]-5-[N-(3-chloro-2,4-difluorophenyl)-N-methylcarbamoyl]-2-oxoimidazolidinyl}-4-(trifluoromethyl)thieno[2,3-b]pyridine-2-carboxylic acid methyl ester